N,N-diethylaminocarbonyl chloride C(C)N(C(=O)Cl)CC